COCCOC1=CC=C(C=C1)C1=CC=C(C=C1)C1(CC1)NC(=O)NC1CN2CCC1CC2 1-(1-(4'-(2-Methoxyethoxy)-[1,1'-biphenyl]-4-yl)cyclopropyl)-3-(quinuclidin-3-yl)urea